BrC=1C(=NOC1C)N1CC2(COC2)C1 6-(4-bromo-5-methylisoxazol-3-yl)-2-oxa-6-azaspiro[3.3]heptane